N=1N(N=C2C1C=CC=C2)C2=CC=CC=C2O 6-(2H-benzotriazole-2-yl)phenol